IC1=C(N=C2N1CCN(C2)C(=O)OC(C)(C)C)C2=NC(=CC=C2)C tert-butyl 3-iodo-2-(6-methylpyridin-2-yl)-5,6-dihydroimidazo[1,2-a]pyrazine-7(8H)-carboxylate